N1=C(C=CC=C1)CN C2-pyridylmethylamine